(but-3-yn-1-yl)-3,4-dihydroisoquinoline-2(1H)-carboxylic acid tert-butyl ester C(C)(C)(C)OC(=O)N1C(C2=CC=CC=C2CC1)CCC#C